[Cl-].[Cl-].N1=C(C=CC=C1)C1=NC=CC=C1.N1=C(C=CC=C1)C1=NC=CC=C1.[Ru+2] ruthenium bis(2,2-bipyridine) dichloride